C(C)(C)C=1C=C(C(N(N1)C1=CC=C(C=C1)C(F)(F)F)=O)C(=O)OC Methyl 6-isopropyl-3-oxo-2-(4-(trifluoromethyl)phenyl)-2,3-dihydropyridazine-4-carboxylate